3-chloro-5,6-dihydro-7H-cyclopenta[c]pyridin-7-one ClC1=CC2=C(C=N1)C(CC2)=O